(5-methylisoxazol-3-yl)-4-((4-phenylthiazol-2-yl)amino)-benzenesulfonamide CC1=CC(=NO1)C1=C(C=CC(=C1)NC=1SC=C(N1)C1=CC=CC=C1)S(=O)(=O)N